ClC1=NC(=CC(=C1)C1=C(N=C(S1)NC(=O)N1C[C@H](NCC1)C(C)(C)O)C1=CC(=CC=C1)C#N)C (3S)-N-[5-(2-Chloro-6-methyl-4-pyridyl)-4-(3-cyanophenyl)thiazol-2-yl]-3-(1-hydroxy-1-methyl-ethyl)piperazin-1-carboxamid